2-(2-(3,3-difluoropyrrolidin-1-yl)-4-(2-fluorophenyl)pyridin-3-yl)-3H-imidazo[4,5-c]pyridine FC1(CN(CC1)C1=NC=CC(=C1C1=NC2=C(C=NC=C2)N1)C1=C(C=CC=C1)F)F